6-(4-morpholinophenyl)-5-(1-(pyridin-4-yl)ethoxy)isoindolin-1-one O1CCN(CC1)C1=CC=C(C=C1)C1=C(C=C2CNC(C2=C1)=O)OC(C)C1=CC=NC=C1